OC1=C(C=C(C=C1C(F)(F)F)C(F)(F)F)N1C(N(CC1)C[C@H]1OC1)=O (R)-1-(2-hydroxy-3,5-bis(trifluoromethyl)phenyl)-3-(oxiran-2-ylmethyl)imidazolidine-2-one